C1(=CC=C(C=C1)C=1C(=C(C=CC1N)C1=CC=C(C=C1)N)C1=CC=C(C=C1)C1=CC=CC=C1)C1=CC=CC=C1 bis([1,1'-biphenyl]-4-yl)-[1,1'-biphenyl]-4,4'-diamine